C(C)[C@]1(C(N[C@@](CS1(=O)=O)(C1=CC2=C(SC3=C2C=C(C=C3)C#CC)C=C1)C)=N)C (2S,5R)-2-Ethyl-3-imino-2,5-dimethyl-5-(8-(prop-1-yn-1-yl)dibenzo[b,d]thiophen-2-yl)thiomorpholine 1,1-dioxide